2,2-dimethyltetrahydrothieno[3,4-d][1,3]dioxol-4-yl-7H-pyrrolo[2,3-d]pyrimidine-5-carboxamide CC1(OC2C(O1)CSC2C=2N=CC1=C(N2)NC=C1C(=O)N)C